8-bromo-3-(tert-butoxycarbonylamino)-5-[(4-chlorophenyl)methyl]-4-oxo-2,3-dihydro-1,5-benzothiazepine-7-carboxylic acid BrC1=CC2=C(N(C(C(CS2)NC(=O)OC(C)(C)C)=O)CC2=CC=C(C=C2)Cl)C=C1C(=O)O